ClC=1C(=CC2=C(N(C(O2)=O)C(C(=O)OCC(CO)(CO)N)C)C1)CC(C)C 2-amino-2-(hydroxymethyl)propane-1,3-diol 3-(5-chloro-6-isobutyl-2-oxobenzo[d]oxazol-3(2H)-yl)propanoate